C(=C)C1=C(C=CC=C1)B(O)O vinyl-phenylboronic acid